(R)-3-((R)-8-oxo-1,2,3,4,4a,5,8,10-octahydro-9H-pyrazino[1',2':4,5][1,4]oxazino[2,3-f]isoindol-9-yl)piperidine O=C1N(CC2=CC3=C(C=C12)OC[C@@H]1N3CCNC1)[C@H]1CNCCC1